FC(OC1=CC=C(CBr)C=C1)(F)F 4-(trifluoromethoxy)benzyl bromide